bis(4-cyanophenyl)-2,2-dichloroethylene C(#N)C1=CC=C(C=C1)C(=C(Cl)Cl)C1=CC=C(C=C1)C#N